C1(=CC=CC=C1)C1=NC(=NC(=N1)C1=CC=CC=C1)C=1C=C(C=CC1)N1C2=CC=CC=C2C=2C=C(C=CC12)C=1C=CC=2N(C3=CC=CC=C3C2C1)C1=CC=CC=C1 9-[3-(4,6-diphenyl-1,3,5-triazin-2-yl)phenyl]-9'-phenyl-3,3'-bi-9H-carbazol